N-(1-methylcyclopropyl)pyridazine-3-carboxamide Ethyl-4-(5-bromopyridin-2-yl)-2,4-dioxobutyrate C(C)OC(C(CC(=O)C1=NC=C(C=C1)Br)=O)=O.CC1(CC1)NC(=O)C=1N=NC=CC1